FC1=NC=CC=C1C=1N(C=C(C1)CNC)S(=O)(=O)C=1C=C(C=CC1)O 3-{[2-(2-fluoropyridin-3-yl)-4-[(methylamino)methyl]-1H-pyrrol-1-yl]sulfonyl}phenol